C(C)(C)(C)C1=CC(=CC(=C1O)C(C)(C)C)C 2,6-di(tert-butyl)-4-cresol